2-chloro-5-(5,5-difluoro-4-hydroxy-3-(methylsulfonyl)-5,6-dihydro-cyclopenta[b]pyrrol-1(4H)-yl)benzonitrile ClC1=C(C#N)C=C(C=C1)N1C2=C(C(=C1)S(=O)(=O)C)C(C(C2)(F)F)O